5-[(5-{(Z)-[2-methoxy-1-(m-tolyl)ethylidene]hydrazino}-7-morpholino-3H-1,3,4-triazainden-3-yl)methyl]-2-pyrrolidinone COC\C(\C=1C=C(C=CC1)C)=N/NC=1N=C2N(C=NC2=C(C1)N1CCOCC1)CC1CCC(N1)=O